FC(CNC(O[C@H]1CN(CC1(F)F)C=1C=2N(N=C(C1)C=1C(NC(NC1)=O)=O)C=CN2)=O)(F)F (S)-1-(6-(2,4-dioxo-1,2,3,4-tetrahydropyrimidin-5-yl)imidazo[1,2-b]pyridazin-8-yl)-4,4-difluoropyrrolidin-3-yl (2,2,2-trifluoroethyl)carbamate